9-(4-((1-(3,3-Difluoropropyl)azetidin-3-yliden)methyl)phenyl)-8-(5-fluoro-2,3-dihydro-1H-inden-4-yl)-6,7-dihydro-5H-benzo[7]annulen FC(CCN1CC(C1)=CC1=CC=C(C=C1)C1=C(CCCC2=C1C=CC=C2)C2=C1CCCC1=CC=C2F)F